C(C)[N+](C)(C)C ethyltrimethyl-ammonium